C(#N)C1=CC=C(CNC(=O)C2=CC=3C(=C(N=NC3)OCC3(CC3)S(=O)(=O)C(CO)(C)C)N(C2=O)C)C=C1 N-(4-cyanobenzyl)-8-((1-((1-hydroxy-2-methylpropan-2-yl)sulfonyl)cyclopropyl)methoxy)-1-methyl-2-oxo-1,2-dihydropyrido[2,3-d]pyridazine-3-carboxamide